NC1=NN(C=C1C=1C=C2CCN(C2=CC1F)C(=O)NCC1=CC(=CC(=C1)OC)F)C1OCCCC1 5-(3-amino-1-(tetrahydro-2H-pyran-2-yl)-1H-pyrazol-4-yl)-6-fluoro-N-(3-fluoro-5-methoxybenzyl)indoline-1-carboxamide